N-(6-chloro-4-methoxypyridin-3-yl)-1-(5-hydroxy-1,2,4-oxadiazole-3-carbonyl)-3-(2-isopropylphenyl)azetidine-3-carboxamide ClC1=CC(=C(C=N1)NC(=O)C1(CN(C1)C(=O)C1=NOC(=N1)O)C1=C(C=CC=C1)C(C)C)OC